CC(CN[C@H]1CN(CCC1)C=1N=NC(=CC1)CN1N=NC(=C1)C1=C2C=NNC2=CC(=C1)OC)(C)C (3R)-N-(2,2-dimethylpropyl)-1-[6-[[4-(6-methoxy-1H-indazol-4-yl)triazol-1-yl]methyl]pyridazin-3-yl]piperidin-3-amine